C12NC(CC(C1)C2)CNC2=NC1=CC=CC=C1C=C2 N-{2-azabicyclo[3.1.1]heptan-3-ylmethyl}quinolin-2-amine